[Si].[Ti].[Nb] niobium-titanium-silicon